1-(chloromethyl)-4-mesyl-benzene ClCC1=CC=C(C=C1)S(=O)(=O)C